BrC=1C(=C2C=CN(C2=CC1C#N)S(=O)(=O)C1=CC=C(C)C=C1)F 5-Bromo-4-fluoro-1-tosyl-6-cyano-indole